7-[[5-(4-methylpiperazin-1-yl)-2-pyridyl]amino]-4-(1-methylpyrazolo-[3,4-b]pyridin-4-yl)isoindolin-1-one CN1CCN(CC1)C=1C=CC(=NC1)NC=1C=CC(=C2CNC(C12)=O)C1=C2C(=NC=C1)N(N=C2)C